[Cl-].C1C(=CC2=CC=CC=C12)[NH3+] inden-2-aminium chloride